C(#N)C1=CC=C(C=2N=C([N-]C21)C(F)(F)F)C#N.[Li+] lithium 4,7-dicyano-2-trifluoromethylbenzimidazolide